Dimethyl-hafnium C[Hf]C